3-methyl-2-((S)-1-oxo-2,7-diazaspiro[4.4]nonan-2-yl)butanamide CC(C(C(=O)N)N1C([C@@]2(CC1)CNCC2)=O)C